C(C)(C)(C)OC(=O)N1C(CNC(C1)CN1[C@@H](COCC1)C)C 2-methyl-5-[[(3R)-3-methylmorpholin-4-yl]methyl]piperazine-1-yl-formic acid tert-butyl ester